(R)-2-(6-(2-(2-fluoro-5-(trifluorometh-oxy)benzyl)-2H-tetrazol-5-yl)pyridin-2-yl)-2-hydroxypropane-1-sulfonamide FC1=C(CN2N=C(N=N2)C2=CC=CC(=N2)[C@@](CS(=O)(=O)N)(C)O)C=C(C=C1)OC(F)(F)F